N-(3-benzyl-4-oxo-3,4-dihydroquinazolin-5-yl)-3,5-dichloro-4-hydroxybenzamide C(C1=CC=CC=C1)N1C=NC2=CC=CC(=C2C1=O)NC(C1=CC(=C(C(=C1)Cl)O)Cl)=O